6-(1-(3-Chloropyridin-2-yl)-3-(2,2,2-trifluoroethoxy)-1H-pyrazol-5-carboxamido)-N-ethyl-5-methylpyrazolo[1,5-a]pyridin-7-carboxamid ClC=1C(=NC=CC1)N1N=C(C=C1C(=O)NC=1C(=CC=2N(C1C(=O)NCC)N=CC2)C)OCC(F)(F)F